2-[4-(2-chlorophenyl)-5-(pyridin-4-yl)-1H-imidazol-1-yl]-1-(4-methylpiperazin-1-yl)ethan-1-one ClC1=C(C=CC=C1)C=1N=CN(C1C1=CC=NC=C1)CC(=O)N1CCN(CC1)C